(7-methylpyrazolo[1,5-a]pyrimidin-3-yl)methanone CC1=CC=NC=2N1N=CC2C=O